6-Chloro-N-(5-chloro-3-methoxypyrazin-2-yl)-1H-indole-3-sulfonamide ClC1=CC=C2C(=CNC2=C1)S(=O)(=O)NC1=NC=C(N=C1OC)Cl